methyl 5-(4-(1-(2-methyl-5-(4-methylpiperazin-1-yl)benzamido)cyclopropyl)naphthalen-2-yl)-1H-pyrrole-3-carboxylate CC1=C(C(=O)NC2(CC2)C2=CC(=CC3=CC=CC=C23)C2=CC(=CN2)C(=O)OC)C=C(C=C1)N1CCN(CC1)C